C1(=CC=CC=C1)C1=C(C(=CC(=C1)C1=CC=CC=C1)C1=CC=CC=C1)[Li] (2,4,6-triphenylphenyl)lithium